C(C)C=1C(=C(C(=C(C1C)CC)CC)O)C 3,5,6-triethyl-2,4-dimethylphenol